methyl-silanetriol C[Si](O)(O)O